1-(4-methoxy-1H-indol-6-yl)dihydropyrimidine-2,4(1H,3H)-dione COC1=C2C=CNC2=CC(=C1)N1C(NC(CC1)=O)=O